6-((4'-fluoro-[1,1'-biphenyl]-4-yl)oxy)-N,4-dimethylpyridin-3-amine FC1=CC=C(C=C1)C1=CC=C(C=C1)OC1=CC(=C(C=N1)NC)C